FC=1C=C(C=CC1C1=CN=CO1)NC(=O)C1COC2=CC=CC=C2C1 N-(3-fluoro-4-(oxazol-5-yl)phenyl)chroman-3-carboxamide